t-butyl (5-chloro-1-ethyl-2-(4-fluorophenyl)-6-oxo-1,6-dihydropyridin-3-yl)carbamate ClC1=CC(=C(N(C1=O)CC)C1=CC=C(C=C1)F)NC(OC(C)(C)C)=O